Didocosahexaenoyl Ketone C(C=CC=CC=CC=CC=CC=CCCCCCCCCC)(=O)C(=O)C(C=CC=CC=CC=CC=CC=CCCCCCCCCC)=O